BrC=1C=CC(=C(C1)CN(C)C)SC(C)C 1-(5-bromo-2-(isopropylthio)phenyl)-N,N-dimethylmethanamine